5'-O-acetoacetyl-2',3'-di-O-acetyluridine C(CC(=O)C)(=O)OC[C@@H]1[C@H]([C@H]([C@@H](O1)N1C(=O)NC(=O)C=C1)OC(C)=O)OC(C)=O